6-(4,4-difluorocyclohexyl)benzoate FC1(CCC(CC1)C1=CC=CC=C1C(=O)[O-])F